(R)-2-((1-(2-cyano-7-methyl-3-(1-oxa-7-azaspiro[3.5]nonan-7-yl)-quinoxalin-5-yl)ethyl)amino)benzoic acid C(#N)C1=NC2=CC(=CC(=C2N=C1N1CCC2(CCO2)CC1)[C@@H](C)NC1=C(C(=O)O)C=CC=C1)C